N-(2-(4,4-difluorocyclohexyl)-4-(2,5-difluorophenyl)pyridin-3-yl)isothiazole-4-carboxamide FC1(CCC(CC1)C1=NC=CC(=C1NC(=O)C=1C=NSC1)C1=C(C=CC(=C1)F)F)F